(S)-1-(azetidin-1-yl)-2-(2-chloro-3-fluoro-4-((6-(pyrrolidin-3-yloxy)pyrido[3,2-d]pyrimidin-4-yl)amino)phenoxy)ethan-1-one N1(CCC1)C(COC1=C(C(=C(C=C1)NC=1C2=C(N=CN1)C=CC(=N2)O[C@@H]2CNCC2)F)Cl)=O